ClC1=C(OC2=CC=NC3=CC(=C(C=C23)OC)OCCCC(=O)[O-])C=CC=C1NC(=O)C1(CC1)C(NC1=CC=C(C=C1)F)=O.[Na+] Natrium 4-[[4-[2-chloro-[[1-[(4-fluorophenyl)carbamoyl]cyclopropanecarbonyl]amino] phenoxy]-6-methoxy-7-quinolyl]oxy]butyrat